trans-N-(4-((4-(2-(2H-1,2,3-triazol-2-yl)pyridin-4-yl)phenyl)thio)cyclohexyl)-5-(trifluoromethyl)pyridin-2-amine N=1N(N=CC1)C1=NC=CC(=C1)C1=CC=C(C=C1)S[C@@H]1CC[C@H](CC1)NC1=NC=C(C=C1)C(F)(F)F